NC1=CC=C(C=C1)CN 4-aminophenylmethylamine